FC(C1=CC=C(C=C1)N1N=NC(=C1COC=1N=NC(=CC1)N1CC(CC1)OC)C)F ((1-(4-(difluoromethyl)phenyl)-4-methyl-1H-1,2,3-triazol-5-yl)methoxy)-6-(3-methoxypyrrolidin-1-yl)pyridazine